N-(4-methyl-3-nitrophenyl)-2-phenylacetamide CC1=C(C=C(C=C1)NC(CC1=CC=CC=C1)=O)[N+](=O)[O-]